(ferrocenylmethyl)trimethylammonium nitrate [N+](=O)([O-])[O-].[C-]1(C=CC=C1)C[N+](C)(C)C.[CH-]1C=CC=C1.[Fe+2]